C(C1=CC=CC=C1)(=O)C(C)(C)C1=C(C=CC=C1)OC1=CC=CC=C1 α-Benzoyl-o-phenoxy-isopropylbenzene